[[(2R,4S)-2-(1-cyclopropylpyrazol-4-yl)tetrahydropyran-4-yl]oxymethyl]-6-methyl-5-propyl-pyridin-3-amine C1(CC1)N1N=CC(=C1)[C@@H]1OCC[C@@H](C1)OCC1=NC(=C(C=C1N)CCC)C